CN(C)C1C=CN=CC=1 4-N,N-Dimethylaminopyridine